C1CCC2=C(C=3CCCC3C=C12)NC(=O)N=S(=O)(N)C=1C=NN2C1OCC(C2)C N'-((1,2,3,5,6,7-hexahydro-s-indacen-4-yl)carbamoyl)-6-methyl-6,7-dihydro-5H-pyrazolo[5,1-b][1,3]oxazine-3-sulfonimidamide